OC(CC)C(=O)O hydroxy-propane-carboxylic acid